N-[4-[[1-[3-(2-aminoethoxy)propanoyl]-4-piperidyl]carbamoyl]-3-chloro-phenyl]-5-(2,3-difluoro-4-methoxy-phenyl)-1-methyl-imidazole-2-carboxamide NCCOCCC(=O)N1CCC(CC1)NC(=O)C1=C(C=C(C=C1)NC(=O)C=1N(C(=CN1)C1=C(C(=C(C=C1)OC)F)F)C)Cl